ClC1=CC=C(C=C1)[C@@]1(N(C(C2=CC(=CC=C12)C(CNC)(C)O)=O)CC1=NC=C(C=C1)Cl)OC (3R)-3-(4-chlorophenyl)-2-[(5-chloropyridin-2-yl)methyl]-6-[2-hydroxy-1-(methylamino)propan-2-yl]-3-methoxy-2,3-dihydro-1H-isoindol-1-one